F[B-](F)(F)F.CC1=C(C(=CC=C1)C)[I+]C1=CC=CC=C1 2,6-dimethylphenyl-(phenyl)iodonium tetrafluoroborate